{2-fluoro-6-[(2H3)methyloxy]phenyl}boronic acid FC1=C(C(=CC=C1)OC([2H])([2H])[2H])B(O)O